1-hexadecylether C(CCCCCCCCCCCCCCC)OCCCCCCCCCCCCCCCC